BrC=1C=C(C=O)C=C(C1)C=C 3-Bromo-5-vinylbenzaldehyde